tert-Butyl N-[(1S)-1-[2-(6-carbamoylpyrimidin-4-yl)-1,2,4-triazol-3-yl]ethyl]carbamate Methyl-6-[5-[(1S)-1-(tert-butoxycarbonylamino)ethyl]-1,2,4-triazol-1-yl]pyrimidine-4-carboxylate COC(=O)C1=NC=NC(=C1)N1N=CN=C1[C@H](C)NC(=O)OC(C)(C)C.C(N)(=O)C1=CC(=NC=N1)N1N=CN=C1[C@H](C)NC(OC(C)(C)C)=O